ethyl (2-cyano-2-(2-(3,5-dichloro-4-((6'-methyl-2'-oxospiro[cyclobutane-1,3'-indolin]-5'-yl)oxy)phenyl)hydrazineylidene)acetyl)carbamate C(#N)C(C(=O)NC(OCC)=O)=NNC1=CC(=C(C(=C1)Cl)OC=1C=C2C3(C(NC2=CC1C)=O)CCC3)Cl